C1(CC1)C[C@@H]1C[C@@H]2[C@H](N[C@H]1CC2)C(=O)N2CC1(CN(C1)C1=NC=NC=C1OC1=C(C(=O)N(C(C)C)C(C)C)C=C(C=C1)F)C2 2-[(4-{6-[(1S,3S,4R,6R)-6-(cyclopropylmethyl)-2-azabicyclo[2.2.2]octane-3-carbonyl]-2,6-diazaspiro[3.3]heptan-2-yl}pyrimidin-5-yl)oxy]-5-fluoro-N,N-di(propan-2-yl)benzamide